C(C)OC1=C(C=C2CCN([C@H](C2=C1)CCC1=CNC2=CC=C(C=C12)NC(C)=O)C=O)OC (S)-N-(3-(2-(7-ethoxy-2-formyl-6-methoxy-1,2,3,4-tetrahydroisoquinolin-1-yl)ethyl)-1H-indol-5-yl)acetamide